ClC1=NC(=NC=C1)OC=1N=CC=2CCC3=C(C2C1F)NC1=C3C(NCC13CC3)=O 2'-((4-chloropyrimidin-2-yl)oxy)-1'-fluoro-6',8',9',11'-tetrahydrospiro[cyclopropane-1,10'-pyrido[3',4':4,5]pyrrolo[2,3-f]isoquinolin]-7'(5'H)-one